N1[C@H](CCC1=O)C(=O)O.C(CCCC)NC(=N)N=N N-pentyl-iminoguanidine D-pyroglutamate